N,N-dipropyllactamide C(CC)N(C(C(O)C)=O)CCC